C(C)(C)(C)OC(CC(=O)C)=O.[Cu+2] copper (II) tert.-butylacetoacetate